C(C)(C)(C)OC(=O)N[C@@H](CCC(N(C)C)=O)C(=O)OC methyl N2-(tert-butoxycarbonyl)-N5,N5-dimethyl-L-glutaminate